CC=1CC(C(CC1)C(=O)OCC(C)C)C(=O)OCC(C)C diisobutyl 4-methyl-4-cyclohexene-1,2-dicarboxylate